NC1=NN2CCCN(CC2=C1)C(=O)OC(C)(C)C tert-butyl 2-amino-7,8-dihydro-4H,6H-1,5,8a-triaza-azulene-5-carboxylate